C(#C)C1(CCN(CC1)C(C)=O)C 1-(4-Ethynyl-4-methyl-piperidin-1-yl)-ethanone